C(C)CC(CC(=O)[O-])=O.CC(C)(C)[O-].CC(C)(C)[O-].CC(C)(C)[O-].[Ti+4] titanium tri-tert-butoxide mono(ethylacetoacetate)